C(C1=CC=CC=C1)OC(=O)N1[C@H](CCC1)C(=O)O N-benzyloxycarbonyl-D-proline